5-((6,7-dihydro-5H-pyrazolo[5,1-b][1,3]oxazin-2-yl)methoxy)-6-(4-fluorophenyl)isoindolin-1-one N1=C(C=C2OCCCN21)COC=2C=C1CNC(C1=CC2C2=CC=C(C=C2)F)=O